OC[C@@H](COCCCCCCCCCCCCCCCCCC)OC1=CC(=C(C#N)C=C1)OC(C)C (S)-4-((1-hydroxy-3-(octadecyloxy)propan-2-yl)oxy)-2-isopropoxybenzonitrile